6-phenylquinoxalino[2,1-b]quinazolin-12-one C1(=CC=CC=C1)C1=NC=2C=CC=CC2N2C1=NC=1C=CC=CC1C2=O